6-[1-(1,4-dioxaspiro[4.5]decan-8-yl)pyrazol-4-yl]-4-(6-fluoro-3-pyridyl)pyrazolo[1,5-a]pyrazine-3-carbonitrile O1CCOC12CCC(CC2)N2N=CC(=C2)C=2N=C(C=1N(C2)N=CC1C#N)C=1C=NC(=CC1)F